ClC1=CC=C2C(=C(NC2=C1)C(=O)OCC)C=1N=NN(C1)CC1CCN(CC1)CCNS(=O)(=O)C1=CC=C(C=C1)Cl ethyl 6-chloro-3-(1-((1-(2-((4-chlorophenyl) sulfonamido) ethyl) piperidin-4-yl) methyl)-1H-1,2,3-triazol-4-yl)-1H-indole-2-carboxylate